2-(diethylamino)-1,2-propanediol C(C)N(C(CO)(C)O)CC